1,8-diamino-3,6,10,13,16,19-hexazabicyclo[6.6.6]eicosane NC12CNCCNCC(CNCCNC1)(CNCCNC2)N